3-fluoro-5-((2-methyl-1,1-dioxido-3-oxo-7-(trifluoromethyl)-2,3-dihydrobenzo[d]isothiazol-6-yl)oxy)benzonitrile FC=1C=C(C#N)C=C(C1)OC1=C(C2=C(C(N(S2(=O)=O)C)=O)C=C1)C(F)(F)F